[W](Cl)(Cl)(Cl)Cl tungsten chloride